Cl.FC=1C=C(C=CC1)C1=NOC(=N1)[C@H](CC)N (1S)-1-[3-(3-fluorophenyl)-1,2,4-oxadiazol-5-yl]propan-1-amine hydrochloride